C(C1=CC=C(C(=O)[O-])C=C1)(=O)OCCOCCCC butoxyethyl terephthalate